6-amino-3-(2-ethyl-4-(trifluoromethyl)benzyl)isobenzofuran-1(3H)-one NC1=CC=C2C(OC(C2=C1)=O)CC1=C(C=C(C=C1)C(F)(F)F)CC